2-Hydroxy-5-[3-(4-hydroxyphenyl)-3-oxoprop-1-enyl]benzoic acid OC1=C(C(=O)O)C=C(C=C1)C=CC(=O)C1=CC=C(C=C1)O